ClC=1C=C(C=CC1)C(C(=O)O)N1C[C@@H](CC1)C(=O)N1CCC(CC1)C1=NC=2NCCCC2C=C1 2-(3-chlorophenyl)-2-((R)-3-(4-(5,6,7,8-tetrahydro-1,8-naphthyridin-2-yl)piperidine-1-carbonyl)pyrrolidin-1-yl)acetic acid